3-(3-chloro-4-fluorophenyl)-1-(1(S)-(1-oxo-1,2-dihydroisoquinolin-4-yl)ethyl)-1-(((S)-tetrahydrofuran-2-yl)methyl)urea ClC=1C=C(C=CC1F)NC(N(C[C@H]1OCCC1)[C@@H](C)C1=CNC(C2=CC=CC=C12)=O)=O